(4-benzyl-[1,4]diazepan-1-yl)-acetyl(3-allyl-2-hydroxy-methylenebenzene) C(C1=CC=CC=C1)N1CCN(CCC1)CC(=O)C1=C(C(C(C=C1)=C)O)CC=C